CC=1C2=C(N=C(N1)C)C(NC=C2)=O Dimethylpyrido[3,4-d]pyrimidin-8(7H)-one